FC=1C=C(C=2C3=C(NC2C1)C(=NC(=N3)C(C)C)N3CCC(CC3)CP(OCC)(OCC)=O)F diethyl ((1-(7,9-difluoro-2-isopropyl-5H-pyrimido[5,4-b]indol-4-yl)piperidin-4-yl)methyl)phosphonate